OC(CCC(=O)O)CCCCCCCC(C)C.C(C)(=O)O.C(CCCCCCCCC(C)C)OO isododecyl-hydroxyether acetate (2-hydroxyisododecyl-acetate)